[Si](C)(C)(C(C)(C)C)OC=1C(=C(C(=CC1)Cl)C1=C(C(=NC(=N1)NC1=CC(=C(C=C1)OCCN(C)C)C)OC)C(=O)N)C (3-((tert-butyldimethylsilyl)oxy)-6-chloro-2-methylphenyl)-2-((4-(2-(dimethylamino)ethoxy)-3-methylphenyl)amino)-4-methoxypyrimidine-5-carboxamide